2,5-dimethoxy-benzene-dicarbaldehyde COC1(C(C=C(C=C1)OC)C=O)C=O